FC=1C=C(CNC(=O)[C@H]2N(C[C@@H](C2)O)C([C@H](C(C)(SC(C2=CC=CC=C2)(C2=CC=CC=C2)C2=CC=CC=C2)C)NC(=O)C2(CC2)F)=O)C=CC1C1=C(N=CS1)C (2S,4R)-N-(3-fluoro-4-(4-methylthiazol-5-yl)benzyl)-1-((R)-2-(1-fluorocyclopropane-1-amido)-3-methyl-3-(tritylthio)butanoyl)-4-hydroxypyrrolidine-2-carboxamide